C(C)(=O)N1[C@H](CN(CC1)C(C=C)=O)C1=CC(=NC(=C1)Cl)C=1C=C(C(=O)NC)C=CC1 (S)-3-(4-(1-acetyl-4-acryloylpiperazin-2-yl)-6-chloropyridin-2-yl)-N-methylbenzamide